2-{[(3R,4S)-1-[4-({8-[(2R,3S)-3-[(ethanesulfonyl)methyl]-2-methylazetidin-1-yl]-5-(propan-2-yl)-2,6-naphthyridin-3-yl}amino)pyrimidin-2-yl]-3-fluoro-piperidin-4-yl]oxy}ethan-1-ol C(C)S(=O)(=O)C[C@@H]1[C@H](N(C1)C=1C=NC(=C2C=C(N=CC12)NC1=NC(=NC=C1)N1C[C@H]([C@H](CC1)OCCO)F)C(C)C)C